N-(3,5-difluoro-2-((tetrahydrofuran-3-yl)oxy)benzyl)-2-methoxynicotinamide FC=1C(=C(CNC(C2=C(N=CC=C2)OC)=O)C=C(C1)F)OC1COCC1